bis(4-chlorobenzyl) peroxide ClC1=CC=C(COOCC2=CC=C(C=C2)Cl)C=C1